Cl.CC1=C(C(=CC(=C1)C(F)(F)F)C)NN [2,6-Dimethyl-4-(trifluoromethyl)phenyl]hydrazine hydrochloride